O[C@H]1CN(CC[C@@H]1[C@@H]1N2C(C3=CC=CC=C13)=CN=C2)CC#N 2-((3R,4R)-3-hydroxy-4-((S)-5H-imidazo[5,1-a]isoindol-5-yl)piperidin-1-yl)acetonitrile